C1(CCC1)N1CCN(CC1)C1C[C@H]2C([C@H]2C1)C1=CC(=NN1C(C)C)C1=NC(=CC=C1)C(F)(F)F 1-cyclobutyl-4-((1R,3r,5S,6r)-6-(1-isopropyl-3-(6-(trifluoromethyl)pyridin-2-yl)-1H-pyrazol-5-yl)bicyclo[3.1.0]hexan-3-yl)piperazine